P(=O)(OC(CCCl)Cl)(OC(CCCl)Cl)OC(CCCl)Cl tris-(1,3-dichloropropyl) phosphate